4-(1-(tert-butoxycarbonyl)-5-(1-(tert-butoxycarbonyl)piperidin-4-yl)-3-isopropyl-1H-indol-2-yl)-7-chloro-1H-indazole-1-carboxylic acid tert-butyl ester C(C)(C)(C)OC(=O)N1N=CC2=C(C=CC(=C12)Cl)C=1N(C2=CC=C(C=C2C1C(C)C)C1CCN(CC1)C(=O)OC(C)(C)C)C(=O)OC(C)(C)C